(S)-N-(7-(2-(1-amino-2-(3,5-difluorophenyl)ethyl)-7-(2,4-difluorophenoxy)-4-oxopyrido[2,3-d]pyrimidin-3(4H)-yl)-4-chloro-1-methyl-1H-indazol-3-yl)-N-(methylsulfonyl)acetamide N[C@@H](CC1=CC(=CC(=C1)F)F)C=1N(C(C2=C(N1)N=C(C=C2)OC2=C(C=C(C=C2)F)F)=O)C=2C=CC(=C1C(=NN(C21)C)N(C(C)=O)S(=O)(=O)C)Cl